p-methylpyridine-2-carbaldehyde CC1=CC(=NC=C1)C=O